COC=1C=C2C(=NC=NC2=CC1OC)N1CCC(CC1)CCP(=O)(OC1=CC=CC=C1)N[C@@H](C)C(=O)OC(C)C Isopropyl ((2-(1-(6,7-dimethoxyquinazolin-4-yl)piperidin-4-yl)ethyl)(phenoxy)phosphoryl)-L-alaninate